methyl 3-((6-phenylpyridazin-3-yl)amino)cyclohexane-1-carboxylate C1(=CC=CC=C1)C1=CC=C(N=N1)NC1CC(CCC1)C(=O)OC